C(#N)C1=NC(=C2C(=N1)N(N=C2)[C@H]2[C@@H]([C@@H]([C@H](O2)CS(=O)(=O)CP(O)(O)=O)O)O)NC2CCC2 [(2S,3S,4R,5R)-5-[6-cyano-4-(cyclobutyl-amino)pyrazolo[3,4-d]-pyrimidin-1-yl]-3,4-dihydroxy-tetrahydro-furan-2-yl]methyl-sulfonylmethylphosphonic acid